C(C)(C)C1=NNC2=NC=CC(=C21)N2C=NC(=C2)C=2C=NN(C2)C 3-isopropyl-4-{4-(1-methyl-1H-pyrazol-4-yl)-1H-imidazol-1-yl}-1H-pyrazolo[3,4-b]pyridine